1-{4-methyl-5-[8-(methylamino)-[1,2,4]triazolo[1,5-a]1,6-naphthyridin-4-yl]pyridin-2-yl}butan-1-ol CC1=CC(=NC=C1C=1C=2N(C3=CC(=NC=C3C1)NC)N=CN2)C(CCC)O